C[C@@H](COC1=CC=C(C=C1)[C@@H](CC(=O)O)C#CC)CC (3R)-3-{4-[(2R)-2-methylbutoxy]phenyl}hex-4-ynoic acid